NC1=CC=C(C=C1)NC(=O)NC1=CC=C(C=C1)N 1,3-bis(4-aminophenyl)urea